ClC=1C=C(C=CC1)C1(CC(C1)O)C(=O)NC 1-(3-chlorophenyl)-3-hydroxy-N-methylcyclobutane-1-carboxamide